(3-{[5-(difluoromethyl)pyrazine-2-carbonyl]amino}bicyclo[1.1.1]pentan-1-yl)carbamic acid tert-butyl ester C(C)(C)(C)OC(NC12CC(C1)(C2)NC(=O)C2=NC=C(N=C2)C(F)F)=O